12-hydroxyoctadeca-9-enoic acid (R,Z)-2-((4-hydroxy-2-iodo-5-methoxybenzyl) amino)-2-oxoethyl ester OC1=CC(=C(CNC(COC(CCCCCCC\C=C/CC(CCCCCC)O)=O)=O)C=C1OC)I